2-(4-chloro-2-fluorobenzyl)-4-(piperidin-4-yloxy)pyrimidine ClC1=CC(=C(CC2=NC=CC(=N2)OC2CCNCC2)C=C1)F